OC1=CC(=C(C=C1)N1C(NC(C=C1)=O)=O)C 1-(4-Hydroxy-2-methylphenyl)pyrimidine-2,4(1H,3H)-dione